{3-[(3S,4S)-4-amino-3-methyl-2-oxa-8-azaspiro[4.5]dec-8-yl]-6-(2,3-dichloro-6-methoxypyridin-4-yl)-5-methylpyrazin-2-yl}methanol N[C@@H]1[C@@H](OCC12CCN(CC2)C=2C(=NC(=C(N2)C)C2=C(C(=NC(=C2)OC)Cl)Cl)CO)C